5-[3-(2-tert-Butoxycarbonyl-4-chloro-6-methoxy-isoindolin-5-yl)oxypropoxy]-4-fluoro-6-methoxy-isoindolin-2-carboxylic acid tert-butyl ester C(C)(C)(C)OC(=O)N1CC2=CC(=C(C(=C2C1)F)OCCCOC=1C(=C2CN(CC2=CC1OC)C(=O)OC(C)(C)C)Cl)OC